ClC1=NC(=CC(=C1C(=O)NC=1SC2=C(N1)C=C(C=C2)OCC=2N=NNN2)C2=CC=NC=C2OC)C chloro-5'-methoxy-6-methyl-N-{5-[(2H-1,2,3,4-tetrazol-5-yl)methoxy]-1,3-benzothiazol-2-yl}-[4,4'-bipyridine]-3-carboxamide